C(C1=CC=CC=C1)OC(=O)N[C@@H]1CN(C[C@@H](CC1)F)C(=O)OCC1=CC=CC=C1 |&1:15| benzyl (3S,6R) and (3S,6S)-3-(((benzyloxy) carbonyl) amino)-6-fluoroazepan-1-carboxylate